ClC=1C=NC(=NC1)N1CCC(CC1)CCCOC1=CC(=C(C(=C1)F)CC(=O)O)F 2-[4-[3-[1-(5-chloropyrimidin-2-yl)-4-piperidyl]propoxy]-2,6-difluoro-phenyl]acetic acid